(S)-1-amino-1'-(4-amino-6-oxo-5-(pyridazin-3-ylthio)-1,6-dihydropyrimidin-2-yl)-1,3-dihydrospiro[indene-2,4'-piperidine]-7-carbonitrile N[C@@H]1C2=C(C=CC=C2CC12CCN(CC2)C=2NC(C(=C(N2)N)SC=2N=NC=CC2)=O)C#N